N-methylaminoglycerol CNC(O)C(O)CO